C1(=CC=CC=C1)C1CCC=2N1C1=C(N2)C=CC(=C1)C=1C=NC(=NC1)N1CCOCC1 4-(5-(1-phenyl-2,3-dihydro-1H-benzo[d]pyrrolo[1,2-a]imidazol-7-yl)pyrimidin-2-yl)morpholine